O[C@@H]1C[C@H](N(C1)C([C@@H](C(C)C)C1=CC(=NO1)N1CCN(CC1)CC1CCNCC1)=O)C(=O)N[C@@H](C)C1=CC=C(C=C1)C=1N(N=CC1)C (2S,4R)-4-hydroxy-1-[(2S)-3-methyl-2-[3-[4-(4-piperidylmethyl)piperazin-1-yl]isoxazol-5-yl]butanoyl]-N-[(1S)-1-[4-(2-methylpyrazol-3-yl)phenyl]ethyl]pyrrolidine-2-carboxamide